OC=1C=C(CNC(=O)C=2C=C(C=CC2N2CCOCC2)C2=CC=C(C=C2)OC)C=CC1OC N-(3-hydroxy-4-methoxybenzyl)-4'-methoxy-4-morpholinyl-[1,1'-biphenyl]-3-carboxamide